FC1=C(C=C2CCN(CC2=C1)CC(CC1=C(C(=O)N)C=CN=C1)O)OCC1=C(N=CO1)C 3-(7-fluoro-6-((4-methyloxazol-5-yl)methoxy)-3,4-dihydroisoquinolin-2(1H)-yl-2-hydroxypropyl)isonicotinamide